(S)-4-(2-((tert-butoxycarbonyl)amino)-3-methylbutanamido)butanoic acid C(C)(C)(C)OC(=O)N[C@H](C(=O)NCCCC(=O)O)C(C)C